O=C1NC(CCC1NC1=CC(=C(C=C1)N1CC(C(CC1)N1CCC(CC1)C(=O)NC1CCC(CC1)NC1=NC=C(C(=N1)C1=CC(=CC=C1)N1CCCCC1)F)F)F)=O 1'-(4-((2,6-dioxopiperidin-3-yl)amino)-2-fluorophenyl)-3'-fluoro-N-((1r,4r)-4-((5-fluoro-4-(3-(piperidin-1-yl)phenyl)pyrimidin-2-yl)amino)cyclohexyl)-[1,4'-bipiperidine]-4-carboxamide